1-(6-amino-1,3-dimethyl-2,4-dioxo-1,2,3,4-tetrahydropyrimidin-5-yl)-3-methylthiourea NC1=C(C(N(C(N1C)=O)C)=O)NC(=S)NC